5-(2-ethoxy-3-pyridinyl)-1-isopropyl-3-methyl-N-[(1-methylpyrazol-3-yl)methyl]pyrazolo[4,3-b]pyridin-7-amine C(C)OC1=NC=CC=C1C1=CC(=C2C(=N1)C(=NN2C(C)C)C)NCC2=NN(C=C2)C